N-(cyclopropylmethyl)-4-nitrobenzenesulfonimidamide C1(CC1)CNS(=O)(=N)C1=CC=C(C=C1)[N+](=O)[O-]